4-((2-Bromophenyl)methyl-d2)piperazine-1-carboxylic acid tert-butyl ester C(C)(C)(C)OC(=O)N1CCN(CC1)C([2H])([2H])C1=C(C=CC=C1)Br